ClC=1C=NC(=NC1)[C@H]([C@H](C)S(=O)(=O)NC1=NN=C(N1C1=C(C=CC=C1OC)OC)CC1=CC=NC=C1)C (2S,3R)-3-(5-chloro-2-pyrimidinyl)-N-(4-(2,6-dimethoxyphenyl)-5-(4-pyridinylmethyl)-4H-1,2,4-triazol-3-yl)-2-butanesulfonamide